tert-butyl (S)-(1-(3-bromo-4-chlorophenyl)-2-hydroxyethyl)carbamate BrC=1C=C(C=CC1Cl)[C@@H](CO)NC(OC(C)(C)C)=O